1-(4-(5-(chloromethyl)-1-(2,6-difluorobenzyl)-3-(6-methoxypyridazin-3-yl)-2,4-dioxo-1,2,3,4-tetrahydrothieno[2,3-d]pyrimidin-6-yl)phenyl)-3-methoxyurea ClCC1=C(SC=2N(C(N(C(C21)=O)C=2N=NC(=CC2)OC)=O)CC2=C(C=CC=C2F)F)C2=CC=C(C=C2)NC(=O)NOC